FC1=C(C=CC(=C1F)OCC#C)C1=CN=C2N1C=CN=C2NC2=CC(=C(C=C2)C(=O)N2CCN(CC2)C(=O)[C@H]2NC[C@@H](C2)O)C [4-[[3-(2,3-difluoro-4-prop-2-ynoxy-phenyl)imidazo[1,2-a]pyrazin-8-yl]amino]-2-methyl-phenyl]-[4-[(2S,4R)-4-hydroxypyrrolidine-2-carbonyl]piperazin-1-yl]methanone